(1S,2R)-2-(Toluene-4-sulfonyl)-cyclopentanecarboxylic acid (4-bromo-benzyl)-(4-cyano-cyclohexyl)-amide BrC1=CC=C(CN(C(=O)[C@H]2[C@@H](CCC2)S(=O)(=O)C2=CC=C(C)C=C2)C2CCC(CC2)C#N)C=C1